C(#N)C1=CC(=CC2=C1N=C(S2)C)C(=O)N2C[C@@H]1C([C@@H]1C2)OC2=NC(=CC(=C2)C(C)(C)NC(OCC2=CC=CC=C2)=O)C2=CC=C(C=C2)F benzyl (2-(2-(((1R,5S,6s)-3-(4-cyano-2-methylbenzo[d]thiazole-6-carbonyl)-3-azabicyclo[3.1.0]hexan-6-yl)oxy)-6-(4-fluorophenyl)pyridin-4-yl)propan-2-yl)carbamate